C(CCCCCCC=C)N 8-nonene-1-amine